1-(4-Aminocycloheptyl)-3-(5-chloro-4-(5,5-dimethyl-5,6-dihydro-4H-pyrrolo[1,2-b]pyrazol-3-yl)pyridin-2-yl)urea NC1CCC(CCC1)NC(=O)NC1=NC=C(C(=C1)C1=C2N(N=C1)CC(C2)(C)C)Cl